FC1=CC=C2CCN(CC2=C1)C(=O)O.C1(=CC=CC=C1)C=1N=C(NC1C1=CC=CC=C1)C1=C(C=CC2=CC=CC=C12)O 4,5-diphenyl-2-(2-hydroxynaphthalen-1-yl)imidazole 7-fluoro-3,4-dihydroisoquinoline-2(1H)-carboxylate